(2s,4s)-2-(4-(4-chlorophenyl)piperidine-1-carbonyl)-7-oxa-5-azaspiro[3.4]octan-6-one ClC1=CC=C(C=C1)C1CCN(CC1)C(=O)C1CC2(C1)NC(OC2)=O